1,2-dimethyl phthalate C(C=1C(C(=O)OC)=CC=CC1)(=O)OC